N1C=NC=C1\C=C\1/C(NC2=C1C1=C(N=CS1)C=C2)=O (8Z)-8-(1H-imidazol-5-ylmethylidene)-6H-pyrrolo[2,3-g][1,3]benzothiazol-7-one